C(C)(C)(C)OC(=O)N1CCC(=CC1)C1=CC(=C(C(=O)NC2=CC(=C(C=C2C)C=2CCN(CC2)C(=O)OC(C)(C)C)F)C=C1F)C tert-butyl 4-[4-(4-{1-[(tert-butoxy)carbonyl]-1,2,3,6-tetrahydropyridin-4-yl}-5-fluoro-2-methylbenzamido)-2-fluoro-5-methylphenyl]-1,2,3,6-tetrahydropyridine-1-carboxylate